C(C)(C)(C)NC(CN1CCC(CC1)C(NC(C1=CC(=CC(=C1)F)Cl)=O)([2H])[2H])=O N-[[1-[2-(tert-butylamino)-2-oxo-ethyl]-4-piperidinyl]-dideutero-methyl]-3-chloro-5-fluoro-benzamide